C(C)(=O)O[C@H]1[C@@H](O[C@@H]([C@@H]1F)[C@H](C(F)(F)F)OC(C)=O)N1C2=NC(=NC=C2N(C1=O)CCC)N (2R,3S,4S,5R)-5-((R)-1-Acetoxy-2,2,2-trifluoroethyl)-2-(2-amino-8-oxo-7-propyl-7,8-dihydro-9H-purin-9-yl)-4-fluorotetrahydrofuran-3-yl acetate